BrC1=CC=C(C=C1)C1=C(C(=NC(=C1)C=1SC=CC1)SC(C(=O)O)C1=CC=CC=C1)C#N 2-((4-(4-bromophenyl)-3-cyano-6-(thiophen-2-yl)pyridin-2-yl)thio)-2-phenylacetic acid